5-((2,4-dibromophenyl)oxy)-4-oxo-4H-chromene-2-carboxylic acid BrC1=C(C=CC(=C1)Br)OC1=C2C(C=C(OC2=CC=C1)C(=O)O)=O